OC1CN(C1)C(=O)O[C@@H]1CC[C@H](CC1)C(N(C[C@@H]1CC[C@H](CC1)C1=NC(=C(C=C1)OC)C)C1=CC(=CC=C1)C=1C=NN(C1)C1CC1)=O trans-4-((3-(1-Cyclopropyl-1H-pyrazol-4-yl)phenyl)((trans-4-(5-methoxy-6-methylpyridin-2-yl)-cyclohexyl)methyl)-carbamoyl)cyclohexyl 3-hydroxy-azetidine-1-carboxylate